C(C)(=O)[O-].CC1=C(C=NC(=C1)C)[C@H]1[NH+](CCC1)C (2S)-2-(4,6-dimethylpyridin-3-yl)-1-methylpyrrolidin-1-ium acetate